5-((4-bromo-3-fluorophenyl)carbamoyl)-1-cyclopropyl-3-(4-fluorophenyl)-4-oxo-1,4-dihydropyridine-2-carboxylic acid BrC1=C(C=C(C=C1)NC(=O)C=1C(C(=C(N(C1)C1CC1)C(=O)O)C1=CC=C(C=C1)F)=O)F